C(#C)C1CN(C1)C1=C(C=C(C=C1)[N+](=O)[O-])F 3-ethynyl-1-(2-fluoro-4-nitrophenyl)azetidine